BrC=1C=C2C=C(C(=NC2=CC1)O)C(=O)OC methyl 6-bromo-2-hydroxyquinoline-3-carboxylate